1-(2,6-dimethylphenyl)-1H-pyrazol-3-amine CC1=C(C(=CC=C1)C)N1N=C(C=C1)N